COC1=C(C(=CC(=C1)C1=CN(C(C2=CN=CC=C12)=O)C)OC)CN1CCC2(CN(CCO2)CC(CCCOC2=C3C(N(C(C3=CC=C2)=O)C2C(NC(CC2)=O)=O)=O)=O)CC1 4-[[5-(9-[[2,6-dimethoxy-4-(2-methyl-1-oxo-2,7-naphthyridin-4-yl)phenyl]methyl]-1-oxa-4,9-diazaspiro[5.5]undecan-4-yl)-4-oxopentyl]oxy]-2-(2,6-dioxopiperidin-3-yl)isoindole-1,3-dione